C(C)C1=NC(=CC=C1N1C[C@@H](C[C@H](C1)F)CC(=O)O)C=1N=NN(C1CN1C(C=CC(=C1)CCC)=O)C |o1:10,12| 2-((3r,5r) or (3s,5s)-1-(2-ethyl-6-(1-methyl-5-((2-oxo-5-propylpyridin-1(2H)-yl)methyl)-1H-1,2,3-triazol-4-yl)pyridin-3-yl)-5-fluoropiperidin-3-yl)acetic acid